NC=1C=C(C=CC1)S(=O)(=O)NC1=CC=C(C=C1)C(C=CC1=CC(=C(C=C1)O)O)=O 3-Amino-N-[4-[3-(3,4-dihydroxyphenyl)prop-2-enoyl]phenyl]benzenesulfonamide